ClC1=CC=CC(=N1)CCCO 3-(6-chloropyridin-2-yl)propan-1-ol